4-(4-(chloromethyl)phenyl)-1-methyl-1H-pyrazole ClCC1=CC=C(C=C1)C=1C=NN(C1)C